FCC(C)(C)C1=NOC(=N1)C(=O)OCC ethyl 3-(1-fluoro-2-methylpropan-2-yl)-1,2,4-oxadiazole-5-carboxylate